3-chloro-N-((trans)-1-cyano-4-methylpyrrolidin-3-yl)-4-morpholinobenzamide ClC=1C=C(C(=O)N[C@@H]2CN(C[C@H]2C)C#N)C=CC1N1CCOCC1